N1=CC=C(C=C1)C=1NC(=NN1)C=1C=NN2C1N=CC=C2 3-(5-(pyridin-4-yl)-4H-1,2,4-triazol-3-yl)pyrazolo[1,5-a]pyrimidine